ClC(CCCCCCCCCCCCCCC[SiH3])(Cl)Cl Trichlorohexadecylsilane